6-chloro-8-(pyrrolidin-1-ylmethyl)-1,5-naphthyridin-4-yl triflate O(S(=O)(=O)C(F)(F)F)C1=CC=NC2=C(C=C(N=C12)Cl)CN1CCCC1